CC1=C(N=NN1C1CN(C1)C(=O)OC(C)(C)C)C1=CC=2N(C(=C1)O[C@H](C)C1=NC=CC=C1)C=CN2 tert-Butyl 3-[5-methyl-4-[5-[(1R)-1-(2-pyridyl)ethoxy]imidazo[1,2-a]pyridin-7-yl]triazol-1-yl]azetidine-1-carboxylate